3-[(4-bromo-3-fluoro-2-methyl-phenyl)methylene]azetidine, trifluoroacetate salt FC(C(=O)O)(F)F.BrC1=C(C(=C(C=C1)C=C1CNC1)C)F